(R)-5-((1H-1,2,3-triazol-1-yl)methyl)-3-(4-(2,2-dioxido-2-thia-7-azaspiro[3.5]nonan-7-yl)-3,5-difluorophenyl)oxazolidin-2-one N1(N=NC=C1)C[C@H]1CN(C(O1)=O)C1=CC(=C(C(=C1)F)N1CCC2(CS(C2)(=O)=O)CC1)F